FC(CN1N=C2N(C(N(CC2=C1)C1CCN(CC1)C=1C(=NC=CC1C)OC)=O)CC1=C(C=CC=C1)C(F)(F)F)(C)F 2-(2,2-Difluoro-propyl)-5-(2'-methoxy-4'-methyl-3,4,5,6-tetrahydro-2H-[1,3']bipyridinyl-4-yl)-7-(2-trifluoromethyl-benzyl)-2,4,5,7-tetrahydro-pyrazolo[3,4-d]pyrimidin-6-on